4-chloro-5-phenylpyrimidine ClC1=NC=NC=C1C1=CC=CC=C1